C(C)(C)(C)OC(=O)N1CCN(CC1)C(C=1N=NN(N1)C)C1=C(C=CC=C1)F 4-((2-fluorophenyl)(2-methyl-2H-tetrazol-5-yl)methyl)piperazine-1-carboxylic acid tert-butyl ester